N7-{3-methyl-4-[(1-methyl-1,3-benzodiazol-5-yl)oxy]phenyl}-[1,3]thiazolo[5,4-d]pyrimidine-2,7-diamine CC=1C=C(C=CC1OC1=CC2=C(N(C=N2)C)C=C1)NC=1C2=C(N=CN1)SC(=N2)N